N-(4-(6-Chloro-3-((2-(methylamino)ethyl)amino)-1H-pyrazolo[4,3-c]pyridin-1-yl)-3-methoxyphenyl)methanesulfonamide ClC1=CC2=C(C=N1)C(=NN2C2=C(C=C(C=C2)NS(=O)(=O)C)OC)NCCNC